CC1=C(C=C(C=C1)C)[C@H]([C@H](C)OC([C@H](C1=CC=CC=C1)OC)=O)C(C)C (S)-2-methoxy-2-phenylacetic acid (2S,3R)-3-(2,5-dimethylphenyl)-4-methylpent-2-yl ester